NC=1C(NC2=C3C=CC=NC3=C(C=C2C1C1=C2C=NNC2=C(C(=C1)F)Cl)OCC)=O 3-amino-4-(7-chloro-6-fluoro-1H-indazol-4-yl)-6-ethoxy-1H-1,7-phenanthrolin-2-one